N,5-diphenylthiophen-2-amine C1(=CC=CC=C1)NC=1SC(=CC1)C1=CC=CC=C1